4-mercapto-1,2-butanediol SCCC(CO)O